N-(2-chlorobenzyl)-3-(3,4,5-trimethoxyphenyl)-1H-pyrazole-5-carboxamide ClC1=C(CNC(=O)C2=CC(=NN2)C2=CC(=C(C(=C2)OC)OC)OC)C=CC=C1